(E)-1-((2S,5R)-5-((5-((R)-2,2-difluorocyclopropyl)-7H-pyrrolo[2,3-d]pyrimidin-4-yl)amino)-2-methylpiperidin-1-yl)-4-(dimethylamino)but-2-en-1-one FC1([C@H](C1)C1=CNC=2N=CN=C(C21)N[C@@H]2CC[C@@H](N(C2)C(\C=C\CN(C)C)=O)C)F